5-(1-(2-fluorophenyl)ethyl)-3-(((3-fluoropyridin-2-yl)methyl)amino)-4H-benzo[e][1,2,4]thiadiazine 1,1-dioxide FC1=C(C=CC=C1)C(C)C1=CC=CC2=C1NC(=NS2(=O)=O)NCC2=NC=CC=C2F